C1(=CC=CC=C1)C1C(C1)NC(=O)N1CCC(CC1)OC1=CC(=CC=C1)OC1=NC=CC=C1 4-[3-(pyridin-2-yloxy)-phenoxy]-piperidine-1-carboxylic acid (2-phenyl-cyclopropyl)-amide